C(C)(=O)NCCOC[C@@]12C[C@H](N([C@H]2C1)C(=O)OC(C)(C)C)C(=O)OCC 2-(tert-butyl) 3-ethyl (1S,3S,5R)-5-((2-acetamidoethoxy)methyl)-2-azabicyclo[3.1.0]hexane-2,3-dicarboxylate